N-(5-(difluoromethoxy)-1H-pyrazol-3-yl)-2-(fluoromethyl)-3-((tetrahydro-2H-pyran-4-yl)methyl)-3H-imidazo[4,5-b]pyridin-5-amine FC(OC1=CC(=NN1)NC1=CC=C2C(=N1)N(C(=N2)CF)CC2CCOCC2)F